Cl.C(C)OC([C@H](CC(C)C)NC([C@H](CC1=NC2=C(N1C)C=CC(=C2)N(CCCl)CCCl)NC(C)=O)=O)=O (2S)-2-[[(2S)-2-acetamido-3-[5-[bis(2-chloroethyl)amino]-1-methyl-benzimidazol-2-yl]propionyl]amino]-4-methyl-pentanoic acid ethyl ester hydrochloride